ethyl (S)-3-amino-3-(biphenyl-3-yl)propanoate N[C@@H](CC(=O)OCC)C=1C=C(C=CC1)C1=CC=CC=C1